naphthacene-4-carboxylic acid tert-butyl ester C(C)(C)(C)OC(=O)C1=CC=CC2=CC3=CC4=CC=CC=C4C=C3C=C12